C(C)C1=NC(=C(N=C1CC)CC)CC 2,3,5,6-Tetraethylpyrazine